C(C)(=O)O[C@@H]1[C@]2(C)[C@@H](CC1)[C@@H]1C=CC3=CC(CC[C@@H]3[C@H]1CC2)=O 17β-acetoxy-4,6-estradien-3-one